(S)-propylenoxide C1[C@H](C)O1